C(C)C(CC)(C#CC(CC)(O)CC)O 3,6-diethyl-4-octyne-3,6-diol